FC1(CC1)CN1N=NC=C1 1-((1-fluorocyclopropyl)methyl)-1H-1,2,3-triazol